(4aR,8aS)-6-[3-[[2-fluoro-6-(trifluoromethyl)phenyl]methoxy]-2-methyl-azetidine-1-carbonyl]-4,4a,5,7,8,8a-hexahydropyrido[4,3-b][1,4]oxazin-3-one FC1=C(C(=CC=C1)C(F)(F)F)COC1C(N(C1)C(=O)N1C[C@@H]2[C@@H](OCC(N2)=O)CC1)C